2-(((5-(difluoromethyl)-1-methyl-1H-1,2,4-triazol-3-yl)methoxy)methyl)-6-(trifluoromethyl)nicotinic acid FC(C1=NC(=NN1C)COCC1=C(C(=O)O)C=CC(=N1)C(F)(F)F)F